FC1=C2CC[C@]3(CCC=4C(=NC(=NC4C3)OC[C@H]3N(CCC3)C)N3C[C@@H](N(CC3)C(C=C)=O)COC)CC2=CC=C1 1-((R)-4-((R)-5-fluoro-2'-(((S)-1-methylpyrrolidin-2-yl)methoxy)-3,4,5',8'-tetrahydro-1H,6'H-spiro[naphthalene-2,7'-quinazolin]-4'-yl)-2-(methoxymethyl)piperazin-1-yl)prop-2-en-1-one